CC(C)CC[C@H]([C@@](C)([C@H]1CC[C@@H]2[C@@]1(CC[C@H]3[C@H]2CC=C4[C@@]3(CC[C@@H](C4)O)C)C)O)O The molecule is an oxysterol that is cholesterol substituted by hydroxy groups at positions 20 and 22 (the 20R,22R-stereoisomer). It has a role as a human metabolite and a mouse metabolite. It is a 20-hydroxy steroid, a 22-hydroxy steroid, a 3beta-sterol, a cholestanoid, an oxysterol and a 3beta-hydroxy-Delta(5)-steroid.